COC=1C=C(CNC(=O)C2=NN3C(C(NC(=C3)C3=CC4=CC=CC=C4C=C3)=O)=C2)C=CC1OC N-(3,4-Dimethoxybenzyl)-6-(2-naphthyl)-4-oxo-4,5-dihydropyrazolo[1,5-a]pyrazin-2-carboxamide